N-[(3-fluorophenyl)methyl]-1-[1-[4-[5-(methylamino)pentyl]-1-naphthyl]ethyl]piperidine-4-carboxamide hydrochloride Cl.FC=1C=C(C=CC1)CNC(=O)C1CCN(CC1)C(C)C1=CC=C(C2=CC=CC=C12)CCCCCNC